1-vinyl-pyrrolidinone C(=C)N1C(CCC1)=O